5-(4-fluoro-2-methyl-1-(1-methylpiperidin-4-yl)-1H-benzo[d]imidazol-6-yl)-N-neopentyl-7H-pyrrolo[2,3-d]pyrimidin-2-amine FC1=CC(=CC=2N(C(=NC21)C)C2CCN(CC2)C)C2=CNC=1N=C(N=CC12)NCC(C)(C)C